2,4-dibromo-6-ethylaniline BrC1=C(N)C(=CC(=C1)Br)CC